(Z)-2-(3,4-dihydroxyphenyl)ethyl alcohol OC=1C=C(C=CC1O)CCO